C(C)OC(=O)N1C(C2(C1)CNC2)C2=NC=C(C=C2)C2=NNC1=CC=C(C=C21)O[C@@H](C)C2=C(C(=NC=C2Cl)F)Cl [5-[5-[(1S)-1-(3,5-dichloro-2-fluoro-4-pyridinyl)ethoxy]-1H-indazol-3-yl]-2-pyridinyl]-2,6-diazaspiro[3.3]heptane-2-carboxylic acid ethyl ester